ClC1=CC=C(C=C1)C(C(C)(C)O)=O 1-(4-chlorophenyl)-2-hydroxy-2-methylpropan-1-one